2-fluoro-2-methyl-3-oxopropanoic acid ethyl ester C(C)OC(C(C=O)(C)F)=O